6-benzyl-3-(((4,5-dihydro-1H-benzo[d][1,3]diazepin-2-yl)thio)methyl)-5,6-dihydroimidazo[2,1-b]thiazole dihydrochloride Cl.Cl.C(C1=CC=CC=C1)C1N=C2SC=C(N2C1)CSC1=NCCC2=C(N1)C=CC=C2